NC1=CC=C(C=C1)C1=NC(=NC(=N1)C1=CC=C(C=C1)N)C1=CC=C(C=C1)N 2,4,6-tris(4-amino-phenyl)-1,3,5-triazine